DIETHYL-METHACRYLAMIDE C(C)C(=C(C(=O)N)C)CC